TrioxatridecaneDiamine CCCCCCCCCOOOC(N)N